C(C)(SC1CC2=CC=CC=C2C1)=O S-(2,3-dihydro-1H-inden-2-yl) ethanethioate